OC=1C=C2C/C(/C(C2=CC1)=O)=C\C1=COC2=CC=CC=C2C1=O (E)-3-((5-hydroxy-1-oxo-1,3-dihydro-2H-inden-2-ylidene)methyl)-4H-chromen-4-one